9-(4-((1-(3,3-Difluoropropyl)azetidin-3-yliden)methyl)phenyl)-8-(4-fluoro-2-methylphenyl)-6,7-dihydro-5H-benzo[7]annulen FC(CCN1CC(C1)=CC1=CC=C(C=C1)C1=C(CCCC2=C1C=CC=C2)C2=C(C=C(C=C2)F)C)F